2'-(1H-1,3-benzodiazol-2-yl)-3'-fluoro-4-{[(1R)-1-phenylbutyl]carbamoyl}-[1,1'-biphenyl]-2-carboxylic acid N1C(=NC2=C1C=CC=C2)C2=C(C=CC=C2F)C=2C(=CC(=CC2)C(N[C@H](CCC)C2=CC=CC=C2)=O)C(=O)O